ClC1=NC=C(C(=C1)N1CC(CCC1)O)C#CC=1C=NC(=CC1)N1CCOCC1 (2-chloro-5-((6-morpholinopyridin-3-yl)ethynyl)pyridin-4-yl)piperidin-3-ol